NCCC1CN(C(O1)=O)C=1C=CC=2OCC=NC2N1 6-(5-(2-aminoethyl)-2-oxoOxazolidin-3-yl)-2H-pyrido[3,2-b][1,4]Oxazine